C(C)(C)(C)C1=CC=C(C=C1)S(=O)(=O)NCCN1CCC(CC1)CN1N=NC(=C1)C1=C(NC2=CC=C(C=C12)F)C(=O)OCC(C)C Isobutyl 3-(1-((1-(2-((4-(tert-butyl)phenyl)sulfonamido)ethyl)piperidin-4-yl)methyl)-1H-1,2,3-triazol-4-yl)-5-fluoro-1H-indol-2-carboxylat